(R)-2'-(1H-1,3-benzodiazol-2-yl)-6'-chloro-4-{[(1R)-1-phenylbutyl]carbamoyl}-[1,1'-biphenyl]-2-carboxylic acid N1C(=NC2=C1C=CC=C2)C2=C(C(=CC=C2)Cl)C=2C(=CC(=CC2)C(N[C@H](CCC)C2=CC=CC=C2)=O)C(=O)O